C(C)(C)(C)OC(=O)N1[C@H](CC[C@@H](C1)NC(COC1=CC(=C(C=C1)Cl)F)=O)C=1OC2=C(N1)C=CC(=C2)C(F)(F)F (2r,5s)-5-[2-(4-chloro-3-fluorophenoxy)acetamido]-2-[6-(trifluoromethyl)-1,3-benzooxazol-2-yl]piperidine-1-carboxylic acid tert-butyl ester